C(C1=CC=CC=C1)OC(=O)N1[C@H](CNCC1)C.NC1=CC=C2C=C(C(OC2=C1)=O)C(C1=CC2=C(C=C1)OCCO2)=O 7-amino-3-(3,4-ethylenedioxybenzoyl)coumarin (S)-benzyl-2-methylpiperazine-1-carboxylate